C(#N)C1=NC=CC(C1)=O 2-cyano-pyridin-4-one